OCCN1C(NCC1)=O 2-Hydroxyethyl-2-imidazolidinone